tert-Butyl 4-[4-[2-[(2R)-2-(hydroxymethyl)azetidin-1-yl]-6-(trifluoromethyl)pyrimidin-4-yl]pyrazol-1-yl]piperidine-1-carboxylate OC[C@@H]1N(CC1)C1=NC(=CC(=N1)C=1C=NN(C1)C1CCN(CC1)C(=O)OC(C)(C)C)C(F)(F)F